NC=1C=2N(C=CN1)C(=NC2C2=CC=C(C=C2)C(NC2=NC=CC(=C2)C(F)(F)F)=O)[C@H]2CN([C@H](CO2)C)C2CCC(CC2)(C(=O)O)C trans-4-{(2R,5S)-2-[8-amino-1-(4-{[4-(trifluoromethyl)pyridin-2-yl]carbamoyl}phenyl)imidazo[1,5-a]pyrazin-3-yl]-5-methylmorpholin-4-yl}-1-methylcyclohexanecarboxylic acid